FC1=C(C=CC(=C1)C1NCCC1)C=1N=C2SC3=C(C=NC(=C3)C(=O)NC)N2C1 2-(2-fluoro-4-(pyrrolidin-2-yl)phenyl)-N-methylimidazo[2',1':2,3]thiazolo[4,5-c]pyridine-7-carboxamide